1-(benzyloxy)-2-(2-fluoroethoxy)benzene C(C1=CC=CC=C1)OC1=C(C=CC=C1)OCCF